tricosanyl alcohol C(CCCCCCCCCCCCCCCCCCCCCC)O